Ethyl 2-(4-((4-(2,3-dihydrobenzo[b][1,4]dioxin-6-yl)-5-oxo-4,5-dihydro-1H-1,2,4-triazol-1-yl)methyl)-2,6-dimethylphenoxy)-2-methylpropionate O1C2=C(OCC1)C=C(C=C2)N2C=NN(C2=O)CC2=CC(=C(OC(C(=O)OCC)(C)C)C(=C2)C)C